FC(C)(F)C1CCC(CC1)C(=O)O 4-(1,1-difluoroethyl)cyclohexanecarboxylic acid